C=CC=CCCC heptadien